C(CCCCCCCCCCCS)S 1,12-dodecandithiol